ClC1=CC(=C(COC2=CC=CC(=N2)C2=CC=NC=C2)C=C1)F 6-((4-chloro-2-fluorobenzyl)oxy)-[2,4'-bipyridine]